(αS)-α-Amino-3-[(4-carboxyphenyl)methyl]-3,4-dihydro-2,4-dioxo-1(2H)-pyrimidinepropanoic acid N[C@H](C(=O)O)CN1C(N(C(C=C1)=O)CC1=CC=C(C=C1)C(=O)O)=O